3-fluoro-2-pyridyl-4H-[1,2,4]triazolo[1,5-a][1,4]benzodiazepine-2-carboxylic acid FC=1C(=NC=CC1)C1C=2N(C3=C(C=N1)C=CC=C3)N=C(N2)C(=O)O